NC1=NC2=C(N1)C=CC(=C2)C(C)=O 1-(2-amino-1H-benzo[d]imidazol-5-yl)ethanone